NC1=C(CNC23C(C4CC(CC(C2)C4)C3)O)C=C(C=C1Br)Br 1-((2-amino-3,5-dibromobenzyl)amino)adamantan-2-ol